N-isopropyl-6-methoxy-8-(spiro[2.5]oct-5-en-6-yl)quinoline-3-carboxamide ethyl-acetoacetate C(C)OC(CC(=O)C)=O.C(C)(C)NC(=O)C=1C=NC2=C(C=C(C=C2C1)OC)C1=CCC2(CC2)CC1